(+)-(4aR,8aS)-6-[3-[3-(3-Fluoro-3-methyl-azetidin-1-yl)-4-(trifluoromethyl)phenoxy]azetidine-1-carbonyl]-4,4a,5,7,8,8a-hexahydropyrido[4,3-b][1,4]oxazin-3-one FC1(CN(C1)C=1C=C(OC2CN(C2)C(=O)N2C[C@@H]3[C@@H](OCC(N3)=O)CC2)C=CC1C(F)(F)F)C